N-((S)-2-((dimethylamino)methyl)-4,6-dihydrospiro[cyclopenta[d]thiazole-5,4'-piperidin]-4-yl)-2-methylpropane-2-sulfinamide CN(C)CC=1SC2=C(N1)[C@H](C1(CCNCC1)C2)NS(=O)C(C)(C)C